FC1CC(CN(C1)C1C(CC(C1)C1=CC=C(C=C1)F)N1N=CN=N1)N 5-fluoro-1-[4-(4-fluorophenyl)-2-(tetrazol-2-yl)cyclopentyl]piperidin-3-amine